1-(1Z-eicosenyl)-2-(9Z-pentadecenoyl)-glycero-3-phospho-(1'-sn-glycerol) CCCCCCCCCCCCCCCCCC/C=C\OC[C@H](COP(=O)(O)OC[C@H](CO)O)OC(=O)CCCCCCC/C=C\CCCCC